antimony (i) (R)-1'-(5-Amino-1-((R or S)-1-cyclopropyl-2,2,2-trifluoroethyl)-1H-pyrazole-4-carbonyl)-6-chloro-5-fluorospiro[benzo[d][1,3]oxazine-4,3'-piperidin]-2(1H)-one NC1=C(C=NN1[C@@H](C(F)(F)F)C1CC1)C(=O)N1C[C@@]2(CCC1)C1=C(NC(O2)=O)C=CC(=C1F)Cl.[Sb+] |o1:6|